O1C(CCCC1)COC=1C=C(C=CC1)B(O)O [3-(OXAN-2-YLMETHOXY)PHENYL]BORANEDIOL